C(CCCC)C1=CC=2C(C3=CC=CC=C3C(C2C=C1)=CC(=O)OCC1CCCCC1)=CC(=O)OCC1CCCCC1 2-pentyl-9,10-bis(cyclohexylmethyloxycarbonylmethylene)anthracene